(Z)-4-(3-cyclopropoxy-6-(2-fluoro-2-(6-(pyridazin-4-yl)pyrazin-2-yl)vinyl)-2-(trifluoromethyl)phenyl)-1-oxa-4,9-diazaspiro[5.5]undecane C1(CC1)OC=1C(=C(C(=CC1)\C=C(\C1=NC(=CN=C1)C1=CN=NC=C1)/F)N1CCOC2(C1)CCNCC2)C(F)(F)F